C(CCC)[Sn](CCCC)(CCCC)CO[C@H](CN)CC (S)-2-((tributylstannyl)methoxy)butan-1-amine